methyl (R)-5-oxotetrahydrofuran-2-carboxylate O=C1CC[C@@H](O1)C(=O)OC